1-[4-[3-[[4-[[2-(6-methyl-2-pyridyl)pyrimidin-4-yl]amino]pyrimidin-2-yl]amino]phenyl]piperazin-1-yl]ethanone CC1=CC=CC(=N1)C1=NC=CC(=N1)NC1=NC(=NC=C1)NC=1C=C(C=CC1)N1CCN(CC1)C(C)=O